N-(4-((2-(2-oxabicyclo[2.2.1]heptan-4-yl)-6-methylpyrimidin-4-yl)amino)-5-(1-methyl-1H-pyrazol-3-yl)pyridin-2-yl)acetamide C12OCC(CC1)(C2)C2=NC(=CC(=N2)NC2=CC(=NC=C2C2=NN(C=C2)C)NC(C)=O)C